CC1(C(N(C=2C=CC3=C(C12)C=CC=C3)CCC(=O)O)C)C 1,1,2-trimethyl-3-(2-carboxyethyl)-1H-benzo[e]indole